1-(3-Fluoro-4-(4-(2-(((3R,4S)-3-fluoro-1-(methylsulfonyl)piperidin-4-yl)amino)-5-(trifluoromethyl)pyrimidin-4-yl)-2-methyl-1H-imidazol-1-yl)benzyl)-4-methylpiperidin-4-ol FC=1C=C(CN2CCC(CC2)(O)C)C=CC1N1C(=NC(=C1)C1=NC(=NC=C1C(F)(F)F)N[C@@H]1[C@@H](CN(CC1)S(=O)(=O)C)F)C